4-(5-chloro-2-(4-(3-fluorophenyl)-1H-1,2,3-triazol-1-yl)phenyl)-2,5-dimethoxypyridine ClC=1C=CC(=C(C1)C1=CC(=NC=C1OC)OC)N1N=NC(=C1)C1=CC(=CC=C1)F